tert-butyl (1S,5R)-3,8-diazabicyclo[3.2.1]octane-8-carboxylate [C@@H]12CNC[C@@H](CC1)N2C(=O)OC(C)(C)C